ClC=1C(=CC=C2N=CC(=NC12)C=1C=NN(C1)C1CCN(CC1)C(=O)N1CC(C1)O)OC=1C=CC2=C(NC(=N2)C)C1 (4-(4-(8-Chloro-7-((2-methyl-1H-benzo[d]imidazol-6-yl)oxy)quinoxalin-2-yl)-1H-pyrazol-1-yl)piperidin-1-yl)(3-hydroxyazetidin-1-yl)methanone